6-[2-(ethylamino)-4-methoxyphenyl]-5,6,7,8-tetrahydro-2-naphthol C(C)NC1=C(C=CC(=C1)OC)C1CC=2C=CC(=CC2CC1)O